iron oxide zinc [Zn+2].[O-2].[Fe+2].[O-2]